2-(5-chloropyridin-2-yl)-5,7-difluoro-1H-indole-3-carbohydrazide ClC=1C=CC(=NC1)C=1NC2=C(C=C(C=C2C1C(=O)NN)F)F